C(C1=CC=CC=C1)OC(=O)C1N2C(C(C2SC1(C)C)N1C(C2=CC=CC=C2C1=O)=O)=O benzyl-6-(1,3-dioxoisoindolin-2-yl)-3,3-dimethyl-7-oxo-4-thia-1-azabicyclo[3.2.0]heptane-2-carboxylate